O1C(OCC1)C1CCN(CC1)C=1C=CC=C2C(=NN(C12)C)C=1C(=NC(=CC1)OCC1=CC=CC=C1)OCC1=CC=CC=C1 7-(4-(1,3-dioxolan-2-yl)piperidin-1-yl)-3-(2,6-bis(benzyloxy)pyridin-3-yl)-1-methyl-1H-indazole